FC=1C=C(C(=O)NCC2CCNCC2)C=C(C1)CN1C(C2=CC=C(C=C2C=C1)C=1C(=NOC1)C)=O 3-Fluoro-5-((6-(3-methylisoxazol-4-yl)-1-oxoisoquinolin-2(1H)-yl)methyl)-N-(piperidin-4-ylmethyl)benzamide